2-(5-oxo-6-((2-(trimethylsilyl)ethoxy)methyl)-3,4,5,6-tetrahydropyrido(2,3-d)pyridazin-1(2H)-yl)propyl 4-methylbenzenesulfonate CC1=CC=C(C=C1)S(=O)(=O)OCC(C)N1CCCC2=C1C=NN(C2=O)COCC[Si](C)(C)C